BrC=1C=C(C(=C(C1)F)Cl)C(F)(F)F 5-bromo-2-chloro-1-fluoro-3-trifluoromethylbenzene